[Sr].[La] lanthanum, strontium salt